NC1CN(CC1)C1=CC(=NC=N1)NC1=CC2=C(C(NC23CCCCC3)=O)S1 2'-((6-(3-Aminopyrrolidin-1-yl)pyrimidin-4-yl)amino)spiro[cyclohexane-1,4'-thieno[2,3-c]pyrrol]-6'(5'H)-one